(S,E)-4-(2-(Hydroxymethyl)-4-(methoxyimino)pyrrolidine-1-carbonyl)-2',3'-dimethyl-N-(oxetan-3-yl)-[1,1'-biphenyl]-2-carboxamide OC[C@H]1N(C/C(/C1)=N/OC)C(=O)C=1C=C(C(=CC1)C1=C(C(=CC=C1)C)C)C(=O)NC1COC1